C(#N)C=1C(=NN(C1NC(=O)N[C@@H]1CN(C[C@H]1C1=CC=CC=C1)CCOC)C1=CC=CC=C1)C 1-(4-cyano-3-methyl-1-phenyl-1H-pyrazol-5-yl)-3-(trans-1-(2-methoxyethyl)-4-phenylpyrrolidin-3-yl)urea